(pyrimidin-5-ylmethyl)benzene N1=CN=CC(=C1)CC1=CC=CC=C1